C(C)S(=O)(=O)C1=CC=C(C=C1)CC(=O)NC1=CC=C(C=C1)N1CCNCC1 2-(4-(ethylsulfonyl)phenyl)-N-(4-(piperazin-1-yl)phenyl)acetamide